COC=1C=C(C=NC1)NC(C(C)(C)C)=O N-(5-methoxy-3-pyridinyl)-2,2-dimethyl-propionamide